N-((4-(3-(tert-butyl)-1,2,4-oxadiazol-5-yl)bicyclo[2.2.2]octan-1-yl)methyl)-N-(3-((4-ethoxyphenyl)amino)phenyl)-3-fluorobicyclo[1.1.1]pentane-1-carboxamide C(C)(C)(C)C1=NOC(=N1)C12CCC(CC1)(CC2)CN(C(=O)C21CC(C2)(C1)F)C1=CC(=CC=C1)NC1=CC=C(C=C1)OCC